(R)-4-(4,4-diethyl-2-imino-6-oxotetrahydropyrimidin-1(2H)-yl)-N-((S)-2,2-dimethylchroman-4-yl)spiro[chromane-2,3'-oxetane]-6-carboxamide C(C)C1(NC(N(C(C1)=O)[C@@H]1CC2(COC2)OC2=CC=C(C=C12)C(=O)N[C@H]1CC(OC2=CC=CC=C12)(C)C)=N)CC